Benzyl (R)-4-(2-hydroxy-3-(5-methyl-1H-tetrazol-1-yl) propoxy)benzoate O[C@@H](COC1=CC=C(C(=O)OCC2=CC=CC=C2)C=C1)CN1N=NN=C1C